BrCCCCCCCCCOOC(CCCCCCC)O[Si](C)(C)CCCCCC ((1-((9-bromononyloxy)oxy)octyl)oxy)(hexyl)dimethylsilane